BrC1=CC=C(C=C1)/C=C/C(=O)OC1=C(C=C(C=C1OC)/C=N/C1=CC=C(C=C1)O)Cl (E)-2-chloro-4-((E)-(4-hydroxyphenylimino)methyl)-6-methoxyphenyl 3-(4-bromophenyl)acrylate